N-(2-chloro-4-pyridinyl)N-phenyl-urea ClC1=NC=CC(=C1)N(C(=O)N)C1=CC=CC=C1